CN(CCN(C=1C(=CC(=CC1)NC=1N=C(C2=C(N1)N(C=C2)S(=O)(=O)C2=CC=C(C)C=C2)C2=CN(C1=CC=CC=C21)C)NC)CC)C N1-(2-(dimethylamino)ethyl)-N1-ethyl-N2-methyl-N4-(4-(1-methyl-1H-indol-3-yl)-7-tosyl-7H-pyrrolo[2,3-d]pyrimidin-2-yl)benzene-1,2,4-triamine